5-((1-hydroxypropan-2-yl)oxy)-2-((2-(trimethylsilyl)ethoxy)methyl)phthalazin-1(2H)-one OCC(C)OC1=C2C=NN(C(C2=CC=C1)=O)COCC[Si](C)(C)C